3-Bromo-1-tert-butyl-pyrazole BrC1=NN(C=C1)C(C)(C)C